(E)-3-(3-(4-Fluorophenyl)-1-isopropyl-1H-indol-2-yl)Acrylaldehyde FC1=CC=C(C=C1)C1=C(N(C2=CC=CC=C12)C(C)C)/C=C/C=O